3-(2-bromo-5-fluorophenoxy)-4-(dimethylamino)But-3-en-2-one BrC1=C(OC(C(C)=O)=CN(C)C)C=C(C=C1)F